C1(CC1)S(=O)(=O)C=1N=C2N(N1)C(CC2O)C2=CC=CC=C2 2-cyclopropylsulfonyl-5-phenyl-6,7-dihydro-5H-pyrrolo[1,2-b][1,2,4]triazol-7-ol